C1(=CC=CC=C1)C#CC=1C2=CC=CC=C2C(=C2C=CC=CC12)C#CC1=CC=CC=C1 9,10-bisphenylethynyl-anthracene